BrC1(C)C(C(=C(C=C1)Br)Cl)Cl 1,4-dibromo-2,3-dichlorotoluene